CC1=C(OC(C(=O)O)(C)C)C(=CC(=C1)CN1C=NN(C1=O)C1=CC=C(C=C1)C)C 2-(2,6-Dimethyl-4-((5-oxo-1-(p-tolyl)-1,5-dihydro-4H-1,2,4-triazol-4-yl)methyl)phenoxy)-2-methylpropanoic acid